5-bromo-7-fluoro-1,3-dihydrobenzo[c]isothiazole 2,2-dioxide BrC1=CC2=C(NS(C2)(=O)=O)C(=C1)F